OC1CC(CC1)C(=O)OC(C)(C)C tert-Butyl 3-hydroxycyclopentanecarboxylate